CC(C(=O)OC[C@]1(O[C@H](C[C@@H]1OC(C(C)C)=O)N1C(N=C(C=C1)NC(C1=CC=CC=C1)(C1=CC=C(C=C1)OC)C1=CC=C(C=C1)OC)=O)C=C)C [(2R,3S,5R)-5-(4-{[bis(4-methoxyphenyl) (phenyl)methyl]amino}-2-oxopyrimidin-1-yl)-2-ethenyl-3-[(2-methylpropanoyl) oxy]oxolan-2-yl]methyl 2-methylpropanoate